C(C)(C)(C)OC(=O)N1CC2(CCCC2)[C@@](CC1)(CN1C(C[C@H](C1)C1=CC=CC=C1)=O)O (S)-10-hydroxy-10-(((S)-2-oxo-4-phenylpyrrolidin-1-yl)methyl)-7-azaspiro[4.5]Decane-7-carboxylic acid tert-butyl ester